[Li].C(C)#N Acetonitrile-lithium salt